N-(3-aminopropyl)-3-(6-methoxy-1H-benzo[d]imidazol-2-yl)-1H-indazole-5-carboxamide NCCCNC(=O)C=1C=C2C(=NNC2=CC1)C1=NC2=C(N1)C=C(C=C2)OC